(2R,3S)-6-(4-(6-fluoropyridin-2-yl)benzyl)-7-methyl-3-(2-methyltetrahydrofuran-3-yl)imidazo[1,5-a]pyrazin-8(7H)-one FC1=CC=CC(=N1)C1=CC=C(CC=2N(C(C=3N(C2)C(=NC3)[C@H]3[C@H](OCC3)C)=O)C)C=C1